1-cyclopentyl-2,2,3-trimethylbut-3-en-1-one oxime C1(CCCC1)C(C(C(=C)C)(C)C)=NO